1-((6-((3'-(5-((4-(Fluorosulfonyl)-1H-pyrazol-1-yl)methyl)picolinamido)-2,2'-dimethyl-[1,1'-biphenyl]-3-yl)carbamoyl)pyridin-3-yl)methyl)-1H-pyrazole-4-sulfonyl fluoride FS(=O)(=O)C=1C=NN(C1)CC=1C=CC(=NC1)C(=O)NC=1C(=C(C=CC1)C1=C(C(=CC=C1)NC(=O)C1=CC=C(C=N1)CN1N=CC(=C1)S(=O)(=O)F)C)C